CN(CC1(COC1)C=1SC2=C(N1)C=C(C=C2)B2OC(C(O2)(C)C)(C)C)C N,N-dimethyl-1-[3-[5-(4,4,5,5-tetramethyl-1,3,2-dioxaborolan-2-yl)-1,3-benzothiazol-2-yl]oxetan-3-yl]methanamine